isooctanoic acid indium [In].C(CCCCC(C)C)(=O)O